BrC=1C(=C(C(=C(C1)Cl)NC)N)C 4-Bromo-6-chloro-N1,3-dimethylbenzene-1,2-diamine